ClC1=CC=C(C=C1)N1N=C(C=C1C)N1CCN(CC1)CCN1CCS(CC1)(=O)=O 4-[2-[4-[1-(4-chlorophenyl)-5-methyl-pyrazol-3-yl]piperazin-1-yl]ethyl]-1,4-thiazinane 1,1-dioxide